(3R,4R)-4-((7-cyclopropyl-5-fluoropyrrolo[2,1-f][1,2,4]triazin-2-yl)amino)-1-(methylsulfonyl)piperidin-3-ol C1(CC1)C1=CC(=C2C=NC(=NN21)N[C@H]2[C@@H](CN(CC2)S(=O)(=O)C)O)F